C(C)(C)(C)OC(=O)N1[C@H](CN([C@@H](C1)COCC)C(C1=CC=C(C=C1)F)C1=CC=C(C=C1)F)C (2s,5s)-4-(bis(4-fluorophenyl)methyl)-5-(ethoxymethyl)-2-methylpiperazine-1-carboxylic acid tert-butyl ester